COC(=O)C=1N=NC(=CC1NC1=CC=C(C=C1)CC(=O)OC(C)(C)C)C1=C(C=CC=C1F)F 4-((4-(2-tert-butoxy-2-oxoethyl)phenyl)amino)-6-(2,6-difluorophenyl)pyridazine-3-carboxylic acid methyl ester